BrC1=CC(=C(C#N)C(=C1)OC1COC1)C 4-Bromo-2-methyl-6-(oxetan-3-yloxy)benzonitrile